C(C)(C)C1=C(C=CC=C1)N1/C(/SC(=CC1=O)C1=CC=CC=C1)=N/C(C1=CC=C(C=C1)[N+](=O)[O-])=O (Z)-N-(3-(2-isopropylphenyl)-4-keto-6-phenyl-3,4-dihydro-2H-1,3-thiazin-2-ylidene)-4-nitrobenzamide